N,N-dimethyl-perfluorooctyl-sulfonamide CN(S(=O)(=O)C(C(C(C(C(C(C(C(F)(F)F)(F)F)(F)F)(F)F)(F)F)(F)F)(F)F)(F)F)C